O1COC2=C1C=CC(=C2)C=2C=C1CCN(CC1=CC2)C(=O)NC2=CNC1=CC=C(C=C21)F 6-(Benzo[d][1,3]dioxol-5-yl)-N-(5-fluoro-1H-indol-3-yl)-3,4-dihydroisoquinoline-2(1H)-carboxamide